C1(CC1)C[C@@H](C(=O)NC(C(C(=O)NCC)=O)C[C@H]1C(NCC1)=O)NC(\C=C\C1=C(C=C(C=C1)Cl)Cl)=O 3-((S)-3-cyclopropyl-2-((E)-3-(2,4-dichlorophenyl)acrylamido)propanamido)-N-ethyl-2-oxo-4-((S)-2-oxopyrrolidin-3-yl)butanamide